C(C)(C)(C)OC[C@@H](CO)NC(OC(C)(C)C)=O tert-butyl N-[(1R)-1-(tert-butoxymethyl)-2-hydroxy-ethyl]carbamate